CC1=CC(C(=NN1CC(F)(F)F)C(=O)N[C@H]1CCC2=C(NC1=O)C=CC=C2)=O (S)-6-methyl-4-oxo-N-(2-oxo-2,3,4,5-tetrahydro-1H-benzo[b]azepin-3-yl)-1-(2,2,2-trifluoroethyl)-1,4-dihydro-pyridazine-3-carboxamide